C[Si](OC=C=C)(C)C 3-(trimethylsiloxy)propeneN